C(C(=C)C)(=O)NCCOC(NCC1=CC=C(C=C1)CN1C(=NC=2C(=NC=3C=CC=CC3C21)N)CCC)=O 4-((4-amino-2-propyl-1H-imidazo[4,5-c]Quinolin-1-yl)methyl)benzylcarbamic acid 2-methacrylamidoethyl ester